O=C1N(C(C=C1)=O)CCOCCOCCC(=O)N[C@H](C(=O)N[C@H](C(=O)NC1=CC=C(C=C1)CI)C)C(C)C (S)-2-(3-(2-(2-(2,5-dioxo-2,5-dihydro-1H-pyrrol-1-yl)ethoxy)ethoxy)propanamido)-N-((S)-1-((4-(iodomethyl)phenyl)amino)-1-oxopropan-2-yl)-3-methylbutanamide